o-ethoxybenzoic acid hydrazide C(C)OC1=C(C(=O)NN)C=CC=C1